({[(tert-butoxy)carbonyl]amino}methyl)-3-(carbamoylmethyl)-1-ethyl-6-methoxy-1H-1,3-benzodiazol-3-ium bromide [Br-].C(C)(C)(C)OC(=O)NCC1=[N+](C2=C(N1CC)C=C(C=C2)OC)CC(N)=O